FC=1C(=C2C=CC(=CC2=CC1)O)CC[Si](C(C)C)(C(C)C)C(C)C 6-fluoro-5-((triisopropylsilyl)ethyl)naphthalen-2-ol